3-(4-cyclopropyl-6-methoxypyrimidin-5-yl)5-(4-(5-methyl-3-(trifluoromethyl)-1H-pyrazol-1-yl)benzyl)pyrrole C1(CC1)C1=NC=NC(=C1C1=CNC(=C1)CC1=CC=C(C=C1)N1N=C(C=C1C)C(F)(F)F)OC